ClC1=CC=C2C(=CC(=NC2=C1)N1CCNCC1)N1C=NC=C1 7-chloro-4-(1H-imidazol-1-yl)-2-(piperazin-1-yl)quinoline